C1(CC1)C=1C=CC(=NC1)NN 5-cyclopropyl-2-hydrazineylpyridine